[K+].C(\C=C/C(=O)[O-])(=O)[O-].[K+] maleic acid potassium salt